C(CCCCCCC)C1NC(CC2=C1NC1=CC=CC=C21)C(=O)OC methyl 1-octyl-2,3,4,9-tetrahydro-1H-pyrido[3,4-b]indole-3-carboxylate